CC1(CC1)C=1OC(=NN1)N1[C@H](C2=C(CC1)NC=N2)C2=NN1C(C(=CC=C1)C)=C2 (R)-2-(1-methylcyclopropyl)-5-(4-(4-methylpyrazolo[1,5-a]pyridin-2-yl)-1,4,6,7-tetrahydro-5H-imidazo[4,5-c]pyridin-5-yl)-1,3,4-oxadiazole